FC=1C(=C(C=C(C1)F)CNC(=O)C=1C(=NC=C(C1)C=1C=CC=2N(N1)C=C(N2)NC(C)=O)OC)OC2CC(OCC2)C N-({3,5-difluoro-2-[(2-methyloxan-4-yl)oxy]phenyl}methyl)-5-{2-acetamidoimidazo[1,2-b]pyridazin-6-yl}-2-methoxypyridine-3-carboxamide